allyl-6-chloro-2'-methyl-6'-(1-methyltriazol-4-yl)spiro[1H-isobenzofuran-3,4'-piperidine]-1-carbonitrile C(C=C)N1C(CC2(CC1C=1N=NN(C1)C)OC(C1=CC(=CC=C12)Cl)C#N)C